COC(=O)C=1C=C(C2=CN(N=C2C1)C(F)F)S(=O)(=O)Cl.O=C(CCCCCCC(=O)N)C 8-oxononanamide methyl-4-(chlorosulfonyl)-2-(difluoromethyl)-2H-indazole-6-carboxylate